1-((R)-3-(hydroxymethyl)pyrrolidin-1-yl)-8-(6-(exo)-(methoxymethoxy)-3-phenyl-3a-(1-phenylvinyl)-1,3a,4,5,6,6a-hexahydropentalen-2-yl)octan-1-one OC[C@H]1CN(CC1)C(CCCCCCCC=1CC2C(CCC2(C1C1=CC=CC=C1)C(=C)C1=CC=CC=C1)OCOC)=O